N1=CC=C2N1C=C(C=C2)C=2C=CC1=C(N(C=N1)COCC[Si](C)(C)C)C2 6-(pyrazolo[1,5-a]pyridin-6-yl)-1-((2-(trimethylsilyl)ethoxy)methyl)-1H-benzo[d]imidazole